3-(p-toluenesulfonyl)-1H-indole CC1=CC=C(C=C1)S(=O)(=O)C1=CNC2=CC=CC=C12